FC1=CC=C(C=N1)CNC(OC(C)(C)C)=O tert-Butyl ((6-fluoropyridin-3-yl)methyl)carbamate